C(#N)C1=CC=C(C=C1)N1N=CC=C1 1-(4-cyanophenyl)-1H-pyrazol